(S)-N-(2-(2-(2-((3,4-Dimethoxyphenethyl)amino)-2-oxoacetyl)pyrrolidine-1-yl)-2-oxoethyl)quinoline-4-carboxamide COC=1C=C(CCNC(C(=O)[C@H]2N(CCC2)C(CNC(=O)C2=CC=NC3=CC=CC=C23)=O)=O)C=CC1OC